ClC1=CC=C2C(=CNC2=C1F)S(=O)(=O)NC1=NC(=C(C=C1F)OCC(F)F)F 6-chloro-N-[5-(2,2-difluoroethoxy)-3,6-difluoropyridin-2-yl]-7-fluoro-1H-indole-3-sulfonamide